C(C)(C)(C)OC(=O)NCCNC(=O)NC1=CC=C(C=C1)NC(=O)N[C@H](CC(=O)O)C1=CC(=CC=C1)NS(=O)(=O)C1=CC(=CC=C1)NC(NCCC)=O (3R)-3-[[4-[2-(tert-butoxycarbonylamino)ethylcarbamoylamino]phenyl]carbamoylamino]-3-[3-[[3-(propylcarbamoylamino)phenyl]sulfonylamino]phenyl]propanoic acid